C1(=CC=C(C=C1)C(N(CCCCCCCC)CCCCCCCC)C1=C(C=CC=C1)O)C(N(CCCCCCCC)CCCCCCCC)C1=C(C=CC=C1)O 2,2'-(1,4-Phenylenedi((dioctylamino)methylene))diphenol